(S)-2-(3-methylmorpholino)-N-(2-(trifluoromethyl)benzyl)pyrido[2,3-d]pyrimidin-4-amine C[C@H]1COCCN1C=1N=C(C2=C(N1)N=CC=C2)NCC2=C(C=CC=C2)C(F)(F)F